1-(cyclopropylmethyl)-3-methoxy-6-nitro-1,8-naphthyridin-2(1H)-one C1(CC1)CN1C(C(=CC2=CC(=CN=C12)[N+](=O)[O-])OC)=O